N-((3(s),4-dimethyl-pyrazole-1-yl)methyl)formamide CC1=NN(C=C1C)CNC=O